C1(=CC=CC=C1)N(C1=CC=NC=C1)C1=CC=CC=C1 N,N-diphenyl-pyridine-4-amine